2-[4-chloro-7-(trifluoromethyl)-1H-indole-2-carbonyl]-N-[(2S)-4-hydroxy-3-oxo-1-[(3S)-2-oxopyrrolidin-3-yl]butan-2-yl]-hexahydro-1H-cyclopenta[c]pyrrole-1-carboxamide ClC1=C2C=C(NC2=C(C=C1)C(F)(F)F)C(=O)N1C(C2C(C1)CCC2)C(=O)N[C@@H](C[C@H]2C(NCC2)=O)C(CO)=O